BrC1=NC(=C(C=C1CC1(CCC1)NC(OC(C)(C)C)=O)OCCCOC)OC tert-butyl N-[1-[[2-bromo-6-methoxy-5-(3-methoxypropoxy)-3-pyridyl] methyl]cyclobutyl]carbamate